C1(CC1)N1N=CC=C1C 1-cyclopropyl-5-methyl-1H-pyrazol